ethyl (2R,4S)-4-{[3,5-bis(trifluoromethyl) benzyl]-[5-(3-tert-butoxycarbonylpropoxy) pyrimidin-2-yl] amino}-2-ethyl-6-trifluoromethyl-3,4-dihydro-2H-quinoline-1-carboxylate FC(C=1C=C(CN([C@H]2C[C@H](N(C3=CC=C(C=C23)C(F)(F)F)C(=O)OCC)CC)C2=NC=C(C=N2)OCCCC(=O)OC(C)(C)C)C=C(C1)C(F)(F)F)(F)F